FCCNC1CCC(CC1)NC(=O)C1=NC(=NC(=C1)C)N1C=NC=C1 N-((1r,4r)-4-((2-fluoroethyl)amino)cyclohexyl)-2-(1H-imidazol-1-yl)-6-methyl-pyrimidine-4-carboxamide